C1(CC1)N1CCN(C2=CC=CC=C12)C(=O)C=1C=NC=CC1OC=1C=C(C(=O)O)C=CC1 3-((3-(4-cyclopropyl-1,2,3,4-tetrahydroquinoxaline-1-carbonyl)pyridin-4-yl)oxy)benzoic acid